trans-6-fluoro-2-[2-(3-pyridylmethyl)quinuclidin-3-yl]oxyquinoline FC=1C=C2C=CC(=NC2=CC1)OC1C(N2CCC1CC2)CC=2C=NC=CC2